2-[(4-chlorophenyl)methyl]-8-methyl-N-[(1-methyl-1H-pyrazol-3-yl)methyl]-4,5-dihydro-2H-furo[2,3-g]indazole-7-carboxamide ClC1=CC=C(C=C1)CN1N=C2C3=C(CCC2=C1)OC(=C3C)C(=O)NCC3=NN(C=C3)C